ClCCC(=C(C1=CC=CC=C1)C1=CC=C(OCCN2CCC(CC2)CN2CCN(CC2)C=2C=C3C(N(C(C3=CC2)=O)C2C(NC(CC2)=O)=O)=O)C=C1)C1=CC=CC=C1 5-(4-((1-(2-(4-(4-chloro-1,2-diphenylbut-1-en-1-yl)phenoxy)ethyl)piperidin-4-yl)methyl)piperazin-1-yl)-2-(2,6-dioxopiperidin-3-yl)isoindoline-1,3-dione